(2S,4R)-2-((4H-1,2,4-triazol-4-yl)methyl)-4-(5-(3-cyanophenyl)oxazole-2-carboxamido)pyrrolidine-1-carboxylic acid tert-butyl ester C(C)(C)(C)OC(=O)N1[C@@H](C[C@H](C1)NC(=O)C=1OC(=CN1)C1=CC(=CC=C1)C#N)CN1C=NN=C1